BrC1=C(C=C(C=C1)Cl)C=1N=NN(N1)C 5-(2-bromo-5-chlorophenyl)-2-methyl-2H-tetrazole